NC1=NNC(C2=C1N(N=C2C(C)(C)C)C2=CC=C(CNC(C1=C(C=CC(=C1)F)OC)=O)C=C2)=O N-(4-(7-amino-3-(tert-butyl)-4-oxo-4,5-dihydro-1H-pyrazolo[3,4-d]pyridazin-1-yl)benzyl)-5-fluoro-2-methoxybenzamide